dipyryl-methyl-dipyryl-pyrrolidine O1C(C=CC=C1)C1(C(N(CC1)C1OC=CC=C1)(C1OC=CC=C1)C)C1OC=CC=C1